ClC1=CC=C(C=C1)NC=1OC2=C(N1)C=C(C=C2)OC=2C1=C(N=CN2)NC(=C1)I N-(4-Chlorophenyl)-5-((6-iodo-7H-pyrrolo[2,3-d]pyrimidin-4-yl)oxy)benzo[d]oxazole-2-amine